(2S)-2-[di(cyclobutyl)carbamoylamino]-4-[2-ethoxyethyl-[4-(5,6,7,8-tetrahydro-1,8-naphthyridin-2-yl)butyl]amino]butanoic acid C1(CCC1)N(C(=O)N[C@H](C(=O)O)CCN(CCCCC1=NC=2NCCCC2C=C1)CCOCC)C1CCC1